5-{[(2r,3s)-1-({6-fluoro-4-oxo-2h,3h,5h-furo[3,2-c]quinolin-7-yl}methyl)-2-methylazetidin-3-yl]oxy}-N-methylpyridine-2-carboxamide FC1=C(C=CC=2C3=C(C(NC12)=O)CCO3)CN3[C@@H]([C@H](C3)OC=3C=CC(=NC3)C(=O)NC)C